6-fluoro-7-(2-fluorophenyl)-1-(2-fluoro-6-(2-propanyl)phenyl)-4-((2S)-2-methyl-4-(2-propenoyl)-1-piperazinyl)pyrido[2,3-d]pyrimidin-2(1H)-one FC1=CC2=C(N(C(N=C2N2[C@H](CN(CC2)C(C=C)=O)C)=O)C2=C(C=CC=C2C(C)C)F)N=C1C1=C(C=CC=C1)F